2-(4-fluorophenyl)isonicotinonitrile FC1=CC=C(C=C1)C=1C=C(C#N)C=CN1